O[C@H]1[C@@H](OC[C@H]([C@@H]1O)O)CC(C)=O 1-((2S,3R,4S,5R)-3,4,5-trihydroxytetrahydro-2H-pyran-2-yl)propan-2-one